OCCNC(C=C)=O N-Hydroxyethylacrylamid